2-(12-ethyl-9-oxo-3-thia-1,10,11-triazatricyclo[6.4.0.02,6]dodeca-2(6),4,7,11-tetraen-10-yl)-N-[(3R)-1-[(2S)-2-hydroxypropyl]-3-piperidyl]acetamide C(C)C1=NN(C(C2=CC=3C=CSC3N12)=O)CC(=O)N[C@H]1CN(CCC1)C[C@H](C)O